ClC1=C(OCC(CNC(=O)NC=2C=C3C(N(C(C3=CC2)=O)C2C(NC(CC2)=O)=O)=O)(F)F)C(=CC(=C1)C(C)(C1=CC=C(C=C1)OCC1=NC(=NC=C1)SC)C)C#N 1-[3-[2-chloro-6-cyano-4-[1-methyl-1-[4-[(2-methylsulfanylpyrimidin-4-yl)methoxy]phenyl]ethyl]phenoxy]-2,2-difluoro-propyl]-3-[2-(2,6-dioxo-3-piperidyl)-1,3-dioxo-isoindolin-5-yl]urea